2,4-dihydrobenzic Acid C(C1CCCC=C1)(=O)O